2-(4-(1,4-oxazepan-4-yl)butyl)-4-phenylpyridazin-3(2H)-one O1CCN(CCC1)CCCCN1N=CC=C(C1=O)C1=CC=CC=C1